2-(2-((7-bromoquinolin-4-yl)oxy)ethyl)-6-phenylpyridazin-3(2H)-one BrC1=CC=C2C(=CC=NC2=C1)OCCN1N=C(C=CC1=O)C1=CC=CC=C1